C1=CC=C(C(=C1)Cl)Br 2-bromochlorobenzene